tert-Butyl 2-[4-(3-cyano-4-hydroxy-pyrazolo[1,5-a]pyridin-6-yl)-5-methyl-pyrazol-1-yl]-7-azaspiro[3.5]nonane-7-carboxylate C(#N)C=1C=NN2C1C(=CC(=C2)C=2C=NN(C2C)C2CC1(C2)CCN(CC1)C(=O)OC(C)(C)C)O